ClC1=NN2C(N=CC(=C2[C@H](C)OC)NC2=CC=C(C=C2)[C@@H](C(F)(F)F)N(C(=O)C2CCC(CC2)NC(C)=O)C)=N1 N-[(1S)-1-[4-({2-chloro-7-[(1S)-1-methoxyethyl]-[1,2,4]triazolo[1,5-a]pyrimidin-6-yl}amino)phenyl]-2,2,2-trifluoroethyl]-4-acetamido-N-methylcyclohexane-1-carboxamide